ClC1=CC(=C(C(=C1)COC)C1=CC=C2C(=N1)N=C(O2)N[C@@H]2C[C@@H](CN(C2)C)O)O (3S,5R)-5-[[5-[4-Chloro-2-hydroxy-6-(methoxymethyl)phenyl]oxazolo[4,5-b]pyridin-2-yl]amino]-1-methyl-piperidin-3-ol